FC(C1=NC=CC(=N1)C(C)O)(F)F (2-(trifluoromethyl)pyrimidin-4-yl)ethanol